ClC=1C=C(C=C(C1)C(C)(C)C1=CC=C(C=C1)F)NC(=O)C1=CC2=C(S1)C=C(C(=C2)C(C)(C)S(=O)(=O)C)F N-(3-Chloro-5-(2-(4-fluorophenyl)propan-2-yl)phenyl)-6-fluoro-5-(2-(methylsulfonyl)propan-2-yl)benzo[b]thiophen-2-carboxamid